ClC1=CC=C(C=C1)NC(C(C)N1CC2(C1)CC(C2)NC2=CC=NC1=CC=C(C=C21)F)=O N-(4-chlorophenyl)-2-(6-((6-fluoroquinolin-4-yl)amino)-2-azaspiro[3.3]heptan-2-yl)propanamide